2-((cyclopropylmethyl)amino)-4-(3-isopropyl-5-(piperidin-4-yl)-1H-indol-2-yl)-6-methylnicotinonitrile C1(CC1)CNC1=C(C#N)C(=CC(=N1)C)C=1NC2=CC=C(C=C2C1C(C)C)C1CCNCC1